(S)-5-bromo-2-(3-(5-(trifluoromethyl)pyridin-2-yloxy)pyrrolidin-1-yl)benzoic acid methyl ester COC(C1=C(C=CC(=C1)Br)N1C[C@H](CC1)OC1=NC=C(C=C1)C(F)(F)F)=O